C[C@@H]1N([C@@H](CNC1)C)C(C)=O 1-((2S,6R)-2,6-dimethylpiperazin-1-yl)ethanone